C1(CC1)C1=CC(=NN1)NC1=NC(=NC=C1)N1C[C@@H](CC1)NC N-(5-cyclopropyl-1H-pyrazol-3-yl)-2-[(3R)-3-(methylamino)pyrrolidin-1-yl]pyrimidin-4-amine